FC1=C(C=C(C=C1C)C1=NC(=NC(=N1)C1=CC=CC=C1)C1=CC=CC=C1)C 2-(4-fluoro-3,5-dimethylphenyl)-4,6-diphenyl-1,3,5-triazine